N-(5'-chloro-5-fluoro-[3,3'-bipyridyl]-6-yl)-2-(2-(cyclopropanesulfonylamino)thiazol-4-yl)-2-methylpropanamide ClC=1C=C(C=NC1)C=1C=NC(=C(C1)F)NC(C(C)(C)C=1N=C(SC1)NS(=O)(=O)C1CC1)=O